C(C)OCCN(CCC(C(=O)O)NC(=O)C1=NC=CC=C1C(F)(F)F)CCCCC1=NC=2NCCCC2C=C1 4-[2-ethoxyethyl-[4-(5,6,7,8-tetrahydro-1,8-naphthyridin-2-yl)butyl]amino]-2-[[3-(trifluoromethyl)pyridine-2-carbonyl]amino]butanoic acid